C1(CCCC1)[C@H]1[C@H](C2=CC=C(C=C2CC1)O)C1=CC=C(C=C1)N1CCC(CC1)C=O 1-(4-((1S,2S)-2-cyclopentyl-6-hydroxy-1,2,3,4-tetrahydronaphthalen-1-yl)phenyl)piperidine-4-carbaldehyde